N1CCC(CC1)NC(=O)C1N2CN(C(CC1)C2)OS(=O)(=O)O N-piperidin-4-yl-6-(sulfoxy)-1,6-diazabicyclo[3.2.1]octane-2-carboxamide